5-(2-oxohexahydro-1H-thieno[3,4-d]imidazol-4-yl)valeramide O=C1NC2C(N1)CSC2CCCCC(=O)N